5-bromo-2-(methoxymethyl)thiazole BrC1=CN=C(S1)COC